C=C(C(=O)OC1(CCC1)C1=CC=C(C=C1)C(F)(F)F)CC(=O)NCCN1CCOCC1 1-(4-(trifluoromethyl)phenyl)cyclobutyl 2-methylene-4-((2-morpholinoethyl)amino)-4-oxobutanoate